[Cl-].C(#N)C[N+]1(CCOCC1)C N-(cyanomethyl)-N-methylmorpholinium chloride